ClC1=C(CNC=2C=C3C=C(N(C3=CC2)C)C(=O)OCC)C=C(C=C1)CNC(C(C)C)=O Ethyl 5-((2-chloro-5-(isobutyrylaminomethyl) benzyl) amino)-1-methyl-1H-indole-2-carboxylate